ClC1=C(C=CC=C1)N1N=C(C=C1C(=O)O)C 1-(2-chlorophenyl)-3-methyl-1H-pyrazole-5-carboxylic acid